F[C@@H]1CC(N(C1)C(=O)OC(C)(C)C)C=O tert-butyl (4R)-4-fluoro-2-formylpyrrolidine-1-carboxylate